N(C1=CC=CC=C1)C1=NC=CC=N1 AnilinoPyrimidin